4-(4-(2-((1-(tert-butyl)-1H-pyrazol-4-yl)amino)-2-oxoethyl)-3-fluorophenoxy)quinoline-6-sulfinic acid C(C)(C)(C)N1N=CC(=C1)NC(CC1=C(C=C(OC2=CC=NC3=CC=C(C=C23)S(=O)O)C=C1)F)=O